4-((tert-butoxycarbonyl) (methyl) amino)-4-methylpiperidineBenzyl pyridine-1-carboxylate N1(CC=CC=C1)C(=O)OCC1=CC=CC=C1N1CCC(CC1)(C)N(C)C(=O)OC(C)(C)C